(1R,5S)-3-[4-(5-methyl-2-{[2-methyl-4-(piperidin-1-ylcarbonyl)benzyl]oxy}phenyl)-1,3-thiazol-2-yl]-3-azabicyclo[3.2.1]octane-8-carboxylic acid CC=1C=CC(=C(C1)C=1N=C(SC1)N1C[C@@H]2CC[C@H](C1)C2C(=O)O)OCC2=C(C=C(C=C2)C(=O)N2CCCCC2)C